(2R,3R)-3-(2,5-difluorophenyl)-3-hydroxy-2-methyl-4-(1H-1,2,4-triazol-1-yl)butanethioamide FC1=C(C=C(C=C1)F)[C@]([C@H](C(N)=S)C)(CN1N=CN=C1)O